C1=CC(=CC=C1CCC2=CC(=CC(=C2)OC#N)OC#N)OC#N dihydroresveratrol tricyanate